tert-butyl 4-((4-(2-(1-methyl-2,6-dioxopiperidin-3-yl)-1,3-dioxoisoindolin-5-yl)piperazin-1-yl)methyl)piperidine-1-carboxylate CN1C(C(CCC1=O)N1C(C2=CC=C(C=C2C1=O)N1CCN(CC1)CC1CCN(CC1)C(=O)OC(C)(C)C)=O)=O